COC1=CC=C(C=N1)N(C(=O)C=1C=CC=2N(C1)C(=CN2)C=2C=CC(=NC2)NC(OC)=O)C methyl N-[5-[6-[(6-methoxy-3-pyridyl)-methyl-carbamoyl]imidazo[1,2-a]pyridin-3-yl]-2-pyridyl]carbamate